OC=1C=C(C=CC1)NC(C(NC1=CC(=CC=C1)O)=O)=O bis-(3-hydroxy-phenyl)-oxamide